2-(4-((1R,5S)-3,8-diazabicyclo[3.2.1]octan-3-yl)-6-chloro-2-((E)-3-(dimethylamino)styryl)-8-fluoroquinazolin-7-yl)-3-fluorophenol [C@H]12CN(C[C@H](CC1)N2)C2=NC(=NC1=C(C(=C(C=C21)Cl)C2=C(C=CC=C2F)O)F)\C=C\C2=CC(=CC=C2)N(C)C